(1S,4R)-4-amino-2-cyclopentenecarboxylic acid methyl ester COC(=O)[C@@H]1C=C[C@@H](C1)N